(2S,3S)-2,3-DIMETHYLPENT-4-EN-1-OL C[C@H](CO)[C@H](C=C)C